O1N=CC=C1CO (1,2-oxazol-5-yl)methanol